(E)-5-fluoro-2-methoxymethyloxy-benzonitrile FC=1C=CC(=C(C#N)C1)OCOC